C(C)(C)(C)OC(=O)N1CCN(CC1)C1=C2CCN(C2=CC=C1)C(CNC1=C(C=CC(=C1)C1=NC(=NS1)CC)C)=O.OCC(CO)(CO)NCCC 3-{[tris(hydroxymethyl)methyl]amino}propane tert-butyl-4-(1-((5-(3-ethyl-1,2,4-thiadiazol-5-yl)-2-methylphenyl)glycyl)indolin-4-yl)piperazine-1-carboxylate